CC=1C=C(C=CC(=O)O)C=CC1OC.CC(C)(CCC(C)(OOC(C)(C)CC)C)OOC(C)(C)CC 2,5-dimethyl-2,5-di(t-amylperoxy)hexane 3-methyl-p-methoxycinnamate